O=CC(=O)[C@]1([C@](O[C@@H]([C@H]([C@@H]1O)O)CO)(O[C@@H]1[C@@]([C@@](OS(=O)(=O)C2=CC=C(C)C=C2)(O[C@@H]([C@H]1O)CO)CC1C=CC(CC1=O)=O)(O)C(C1C(C=CC=C1)=O)=O)CC1=CC(C(CC1=O)=O)=O)O p-toluenesulfonyl 2-oxo-acetyl-3,4,6-tri-oxo-benzyl-alpha-D-mannopyranosyl-(1→3)-2-oxo-benzoyl-4,6-di-oxo-benzyl-alpha-D-mannopyranoside